C(C)C=1C=2CC[C@H]3N(C2N=CC1CCC)CCNC3 (R)-4-ethyl-3-propyl-6,6a,7,8,9,10-hexahydro-5H-pyrazino[1,2-a][1,8]naphthyridine